D-Erythrulose OCC(=O)[C@H](O)CO